C1(=CC=CC=C1)C=1NC2=CC=CC=C2C1C1OC(=O)C2=CC=CC=C12 3-(2-phenylindol-3-yl)phthalide